(3S,4S)-1-(tert-Butoxycarbonyl)-4-(thiophen-2-yl)-pyrrolidine-3-carboxylic acid C(C)(C)(C)OC(=O)N1C[C@H]([C@@H](C1)C=1SC=CC1)C(=O)O